FC=1C(=NC=C(C1)C(C)C)[S@](=O)(N)=NC(NC1=C2CCCC2=CC=2CCCC12)=O (S)-3-fluoro-N'-((1,2,3,5,6,7-hexahydro-s-indacen-4-yl)carbamoyl)-5-isopropylpyridine-2-sulfonimidamide